FC1=C(C(=CC=C1)OC)C=1C=C2C(=CN1)NN=C2C2=C(C(=O)N)C=CC=C2OC (5-(2-fluoro-6-methoxyphenyl)-1H-pyrazolo[3,4-c]pyridin-3-yl)-3-methoxybenzamide